1-octadecanoyl-2-(5Z,8Z,11Z,14Z,17Z-eicosapentaenoyl)-glycero-3-phospho-(1'-sn-glycerol) CCCCCCCCCCCCCCCCCC(=O)OC[C@H](COP(=O)(O)OC[C@H](CO)O)OC(=O)CCC/C=C\C/C=C\C/C=C\C/C=C\C/C=C\CC